Cl.N[C@H](C(=O)N[C@H]1CN(CC[C@@H]2N(C1=O)[C@@H](CC2)C(=O)N[C@@H]2CCOC1=CC=CC=C21)C(CF)=O)C (5S,8S,10aR)-5-((S)-2-aminopropanamido)-N-((R)-chroman-4-yl)-3-(2-fluoroacetyl)-6-oxodecahydropyrrolo[1,2-a][1,5]diazocine-8-carboxamide hydrochloride